C(C)N(C=1C2=C(N=CN1)N=C(S2)N(C)C)/N=C/C=2C=CC1=C(COB1O)C2 N7-ethyl-N7-[(E)-(1-hydroxy-3H-2,1-benzoxaborol-5-yl)methyleneamino]-N2,N2-dimethyl-thiazolo[4,5-d]pyrimidine-2,7-diamine